COC1=CC=C(CNC2=NN=C(C3=CC=CC=C23)C2=CC=CC=C2)C=C1 N-(4-methoxybenzyl)-4-phenylphthalazine-1-amine